OC1=C(C=C(C=C1)C1=CC(=CC=C1)NC(CC(=O)NC1=NC(=CC=C1)OC([2H])([2H])[2H])=O)C(=O)O 4-hydroxy-3'-(3-((6-(methoxy-d3)pyridin-2-yl)amino)-3-oxopropanamido)-[1,1'-biphenyl]-3-carboxylic acid